N-(2-aminophenyl)-4-[[[4-[(5-methyl-1H-pyrazol-3-yl)amino]pyrrolo[2,1-f][1,2,4]triazin-2-yl]sulfinyl]methyl]benzamide NC1=C(C=CC=C1)NC(C1=CC=C(C=C1)CS(=O)C1=NN2C(C(=N1)NC1=NNC(=C1)C)=CC=C2)=O